3-acetamido-5-(trans-3-(4-(trifluoromethyl)phenyl)cyclobutoxy)-1H-indole-1-carboxylic acid tert-butyl ester C(C)(C)(C)OC(=O)N1C=C(C2=CC(=CC=C12)O[C@@H]1C[C@H](C1)C1=CC=C(C=C1)C(F)(F)F)NC(C)=O